N(=[N+]=[N-])C1=C(C(=CC(=C1)C)C)[N+]#[C-] 1-azido-2-isocyano-3,5-xylene